2-((3-(2-Aminopent-4-en-2-yl)-1-methyl-1H-pyrazolo[3,4-c]pyridin-5-yl)amino)-7,7-dimethyl-7,8-dihydro-5H-pyrano[4,3-b]pyridin-5-one NC(C)(CC=C)C1=NN(C2=CN=C(C=C21)NC2=CC=C1C(=N2)CC(OC1=O)(C)C)C